(R)-5-methoxy-N-(1-(2-methyl-3-(trifluoromethyl)phenyl)ethyl)-4-((1-methylpiperidin-4-yl)amino)-6-oxo-1-(tetrahydro-2H-pyran-4-yl)-1,6-dihydropyridine-3-carboxamide COC1=C(C(=CN(C1=O)C1CCOCC1)C(=O)N[C@H](C)C1=C(C(=CC=C1)C(F)(F)F)C)NC1CCN(CC1)C